(2R)-5-bromo-N-((1R,2R,4S)-7-cyano-7-azabicyclo[2.2.1]heptan-2-yl)-2,3-dihydro-1H-indene-2-carboxamide BrC=1C=C2C[C@@H](CC2=CC1)C(=O)N[C@H]1[C@H]2CC[C@@H](C1)N2C#N